CC1=CC(=CC=C1)S(=O)(=O)OC1=C(C=CC=C1)NC(=O)NC1=CC(=CC=C1)OS(=O)(=O)C=1C=C(C)C=CC1 N-[2-(m-toluenesulfonyloxy)phenyl]-N'-[3-(m-toluenesulfonyloxy)phenyl]urea